ClC1=CC=C(C=C1)C=1C=C(C(N(N1)C1=CC(=CC=C1)F)=O)C(=O)NCC1(CCC1)O 6-(4-chlorophenyl)-2-(3-fluorophenyl)-N-[(1-hydroxycyclobutyl)methyl]-3-oxo-2,3-dihydropyridazine-4-carboxamide